rac-(2R,3S,4S,5R)-3-(3,4-difluoro-2-methoxyphenyl)-4,5-dimethyl-5-(trifluoromethyl)tetrahydrothiophene-2-carboxylic acid FC=1C(=C(C=CC1F)[C@H]1[C@@H](S[C@]([C@H]1C)(C(F)(F)F)C)C(=O)O)OC |r|